(4R-cis)-6-hydroxymethyl-2,2-dimethyl-1,3-dioxane-4-acetic acid tert-butyl ester C(C)(C)(C)OC(C[C@@H]1OC(O[C@@H](C1)CO)(C)C)=O